N[C@@H]1CN(CCC1)C1=CC(=NC=C1C1=CC=2OCCN(C2N=C1)C)NC1=NC(=NC=C1)C1=C(C=CC=C1OC)F (S)-N-(4-(3-aminopiperidin-1-yl)-5-(4-methyl-3,4-dihydro-2H-pyrido[3,2-b][1,4]oxazin-7-yl)pyridin-2-yl)-2-(2-fluoro-6-methoxyphenyl)pyrimidin-4-amine